C(C)(C)(C)N1C(N=C(N(C1SCCCCCCCC)C(C)(C)C)NC1=CC(=C(C(=C1)C(C)(C)C)O)C(C)(C)C)SCCCCCCCC 3,5-di-t-butyl-2,4-bis(n-octylthio)-6-(4-hydroxy-3',5'-di-t-butylanilino)-1,3,5-triazine